methyl 4-{4-amino-7-methyl-6-[4-(2-methylprop-2-enamido)phenyl]-7H-pyrrolo[2,3-d]pyrimidin-5-yl}benzoate NC=1C2=C(N=CN1)N(C(=C2C2=CC=C(C(=O)OC)C=C2)C2=CC=C(C=C2)NC(C(=C)C)=O)C